FC=1C(=CC(=C(C1)N1C[C@@H](N([C@@H](C1)C)C(=O)OC(C)(C)C)C)NC(C1=C(C=C(C=C1)F)C(F)(F)F)=O)C=1C=NC(=NC1)N1CCOCC1 tert-Butyl (2S,6R)-4-(5-fluoro-2-(4-fluoro-2-(trifluoromethyl)benzamido)-4-(2-morpholinopyrimidin-5-yl)phenyl)-2,6-dimethylpiperazine-1-carboxylate